C1(=CC=CC2=CC=CC=C12)C(C)=O 1-(1-naphthyl)-ethanone